ethyl (((6-hydroxy-5'-methyl-4-pentyl-1',2',3',4'-tetrahydro-[1,1'-biphenyl]-2-yl)oxy)methyl) carbonate C(OCC)(OCOC1=C(C(=CC(=C1)CCCCC)O)C1CCCC(=C1)C)=O